O=C1NC(CCC1N1C(C2=CC=C(C=C2C1=O)C1(CCN(CC1)CC1=NC2=CC(=CC=C2C=C1)F)O)=O)=O 2-(2,6-dioxopiperidin-3-yl)-5-(1-((7-fluoroquinolin-2-yl)methyl)-4-hydroxypiperidin-4-yl)isoindoline-1,3-dione